CC(CS)(C)S 2-methyl-propane-1,2-dithiol